CCC(=O)CC.[C] carbon propione